heptadec-9-yl oct-7-enoate C(CCCCCC=C)(=O)OC(CCCCCCCC)CCCCCCCC